CS(=O)(=O)OCC1=NOC(=C1)C(=O)C1=C(N=C(S1)N(C1=CC=C(C=C1)F)[C@@H](C(=O)N)C)N |r| rac-[5-[4-amino-2-(N-(2-amino-1-methyl-2-oxo-ethyl)-4-fluoro-anilino)thiazole-5-carbonyl]isoxazol-3-yl]methyl methanesulfonate